ClC1=CSC2=C1N=CN=C2N2CCC(CC2)N 1-(7-chlorothieno[3,2-d]pyrimidin-4-yl)piperidin-4-amine